FC1=C2C(=O)OC(C(=C1F)C(=C2F)F)=O 2,3,5,6-tetrafluoroterephthalic anhydride